BrC=1C=C2C=C(C(NC2=NC1)=O)C(=O)OCC ethyl 6-bromo-2-oxo-1H-1,8-naphthyridine-3-carboxylate